3-[(3-{[(1r,2s)-2-fluorocyclopropyl] carbamoyl}-8-{[(4-methoxyphenyl) methyl] (methyl) amino} imidazo[1,2-b]pyridazin-6-yl) amino]-2-oxo-[1,2'-bipyridine]-5'-carboxylate F[C@@H]1[C@@H](C1)NC(=O)C1=CN=C2N1N=C(C=C2N(C)CC2=CC=C(C=C2)OC)NC=2C(N(C=CC2)C2=NC=C(C=C2)C(=O)[O-])=O